C(C)(C)(C)OC(=O)N=C1N(CCN1)C1=CC=C(C(=O)OC=2C=3N(C(=CC2)CC(=O)OC(C)(C)C)N=CN3)C=C1 5-(2-tert-butoxy-2-oxoethyl)-[1,2,4]triazolo[1,5-a]pyridin-8-yl 4-(2-(tert-butoxycarbonyl imino)imidazolidin-1-yl)benzoate